C(C)(C)(C)OC(=O)N1CC2N(C3=CC=4C=NC=NC4C=C3OC2)CC1 1,2,4a,5-tetrahydropyrazino[1',2':4,5][1,4]oxazino[3,2-g]quinazoline-3(4H)-carboxylic acid tert-butyl ester